C(C=C)(=O)NCCCC[C@@H](C(=O)N1CCN(CC1)C(C1=CN=CC=C1)=O)NC(OCC1=CC=CC=C1)=O (S)-benzyl (6-acrylamido-1-(4-nicotinoylpiperazin-1-yl)-1-oxohexan-2-yl)carbamate